5,8-dimethylquinoline CC1=C2C=CC=NC2=C(C=C1)C